2-oxo-2,3-dihydro-1H-pyrrolo[2,3-b]pyridine-6-carboxylic acid methyl ester COC(=O)C1=CC=C2C(=N1)NC(C2)=O